C(C1=CC=CC=C1)C1=C(SC=2N3C(COCC21)=NN=C3C)C#CC=3C=CC(=NC3)CCCC=O 4-(5-((3-benzyl-9-methyl-4H,6H-thieno[2,3-e][1,2,4]triazolo[3,4-c][1,4]oxazepin-2-yl)ethynyl)pyridin-2-yl)butanal